ethyl 3-chloro-2-fluoro-6-hydroxy-5-nitrobenzoate ClC=1C(=C(C(=O)OCC)C(=C(C1)[N+](=O)[O-])O)F